FC=1C=C(C2=C(C=C(O2)CN2C(C3=CN=CC=C3CC2)=O)C1)C(=O)OC methyl 5-fluoro-2-((1-oxo-3,4-dihydro-2,7-naphthyridin-2(1H)-yl)methyl)benzofuran-7-carboxylate